FC(C=1C=CC(=NC1)CC#N)(F)F 2-[5-(trifluoromethyl)-2-pyridinyl]Acetonitrile